butyl 2-(4-amino-5-(3-{{(tert-butoxycarbonyl)amino}methyl}phenyl)-7H-pyrrolo[2,3-d]pyrimidin-7-yl)acetate NC=1C2=C(N=CN1)N(C=C2C2=CC(=CC=C2)CNC(=O)OC(C)(C)C)CC(=O)OCCCC